pentacosa-10,14,16,22-tetraene CCCCCCCCCC=CCCC=CC=CCCCCC=CCC